N1C=C(C2=CC=CC=C12)CC(=O)NC1=CC=C(C=C1)CC(=O)NO 2-(4-(2-(1H-indol-3-yl)acetylamino)phenyl)-N-hydroxyacetamide